2-(3-tert-butyl-2-hydroxy-5-(2-methoxycarbonylethyl)Phenyl)-5-chloro-2H-benzotriazole C(C)(C)(C)C=1C(=C(C=C(C1)CCC(=O)OC)N1N=C2C(=N1)C=CC(=C2)Cl)O